N1CC2(C=3C1=NC=CC3)CCC(CC2)=O 1',2'-dihydro-4H-spiro[cyclohexane-1,3'-pyrrolo[2,3-b]pyridin]-4-one